O=[13CH][13C@H](O)[C@@H](O)[C@H](O)[C@H](O)CO [1,2-13C]glucose